6-(4-aminophenyl)-1-(2,6-difluorobenzyl)-5-dimethylaminomethyl-3-(6-methoxypyridazin-3-yl)thieno[2,3-d]pyrimidine NC1=CC=C(C=C1)C1=C(C2=C(N(CN(C2)C=2N=NC(=CC2)OC)CC2=C(C=CC=C2F)F)S1)CN(C)C